CC1=C(C(=O)[P](P(C2=CC=CC=C2)C2=CC=CC=C2)=O)C(=CC(=C1)C)C 2,4,6-trimethylbenzoyldiphenylphosphinophosphorus oxide